1-cyclohexene-1,2-dicarboxylic acid anhydride C12=C(CCCC1)C(=O)OC2=O